FC(CN1C=C([C@H]2[C@H](O)[C@H](O)[C@@H](CO)O2)C(NC1=O)=O)(F)F 1-(2,2,2-trifluoroethyl)pseudouridine